rac-(2r,3r)-3-methyl-3-phenyl-oxirane-2-carboxylic acid ethyl ester C(C)OC(=O)[C@@H]1O[C@@]1(C1=CC=CC=C1)C |r|